2-(2-acetyl-5-amino-3-fluoro-phenyl)-5-methyl-pyrazole-3-carbonitrile C(C)(=O)C1=C(C=C(C=C1F)N)N1N=C(C=C1C#N)C